trans-tert-butyl-(4-((5-fluoro-4-(3-(2-oxooxazolidin-3-yl)phenyl)pyrimidin-2-yl)amino)cyclohexyl)carbamate C(C)(C)(C)OC(N[C@@H]1CC[C@H](CC1)NC1=NC=C(C(=N1)C1=CC(=CC=C1)N1C(OCC1)=O)F)=O